5-(2,4-dihydroxy-5-propylphenyl)-N-(2-(piperidin-1-yl)ethyl)-4H-1,2,4-triazole-3-carboxamide OC1=C(C=C(C(=C1)O)CCC)C=1NC(=NN1)C(=O)NCCN1CCCCC1